NC1=C2C(=NC=N1)N(N=C2N2C(=CC1=CC=CC=C21)C(=O)NC2=CC=NC=C2)C(C)(C)C (4-amino-1-tert-butyl-pyrazolo[3,4-d]pyrimidin-3-yl)-N-(4-pyridinyl)-1H-indole-2-carboxamide